P-(4-(5-(chlorodifluoromethyl)-1,2,4-oxadiazol-3-yl)benzyl)-N-(2-fluorophenyl)-P-methylphosphinic amide ClC(C1=NC(=NO1)C1=CC=C(CP(NC2=C(C=CC=C2)F)(=O)C)C=C1)(F)F